(trans)-N-(3-hydroxy-2-methyl-4-carbonylpyridin-1(4H)-yl)-3-(o-tolyl)acrylamide OC1=C(N(C=CC1=C=O)NC(\C=C\C1=C(C=CC=C1)C)=O)C